NCC(C1=CC=CC=C1)(C1=CC=CC=C1)N diaminodiphenyl-ethane